BrC1=CC(=C(C=C1)N1C=NC=C1C(=O)N)F (4-bromo-2-fluorophenyl)-1H-imidazole-5-carboxamide